(2S,3R)-3-Cyclopropyl-3-(2-(2'-fluoro-5'-methoxy-[1,1'-biphenyl]-4-yl)-1,2,3,4-tetrahydroquinolin-7-yl)-2-methylpropanoic acid C1(CC1)[C@H]([C@@H](C(=O)O)C)C1=CC=C2CCC(NC2=C1)C1=CC=C(C=C1)C1=C(C=CC(=C1)OC)F